C(CCC\C=C/C\C=C/C\C=C/C\C=C/CCCCC)OC[C@@H](OCCCC\C=C/C\C=C/C\C=C/C\C=C/CCCCC)COP(=O)(O)OC[C@H](N)C(=O)O 1,2-di-arachidonyl-sn-glycero-3-phospho-L-serine